4-Piperazinyl-benzothiophene hydrochloride Cl.N1(CCNCC1)C1=CC=CC2=C1C=CS2